1-trans-1,2-cyclohexanediamine C1(C(CCCC1)N)N